O1C(=NC2=C1C=CC=C2)N2CCC1(C(N3[C@H](O1)CC[C@H]3C3=CC=CC=C3)=O)CC2 (5'S,7a'R)-1-(1,3-benzoxazol-2-yl)-5'-phenyltetrahydro-3'H-spiro[piperidine-4,2'-pyrrolo[2,1-b][1,3]oxazol]-3'-one